C(C)(=O)OC=1C=CC=C2NC=C(CCN(C)CC)C12 4-Acetoxy-N-ethyl-N-methyltryptamine